(Z)-N-(3-aminopentyl)octadec-9-enamide Tert-butyl-9-[4-({1-[(benzyloxy)carbonyl]-2,3-dihydroindol-4-yl}methyl)-3,3-difluoropiperidin-1-yl]-3-azaspiro[5.5]undecane-3-carboxylate C(C)(C)(C)OC(=O)N1CCC2(CC1)CCC(CC2)N2CC(C(CC2)CC2=C1CCN(C1=CC=C2)C(=O)OCC2=CC=CC=C2)(F)F.NC(CCNC(CCCCCCC\C=C/CCCCCCCC)=O)CC